C(C)(C)(C)OC(=O)N1C(C(CCC1)=O)CO[C@@H]1CC[C@@H](CC1)C1=CC=CC=C1 3-oxo-2-({[(cis)-4-phenylcyclohexyl]oxy}methyl)piperidine-1-carboxylic acid tert-butyl ester